CS1C=NC(=C1CCCOC1=C(C=C(C=C1)C#CCNCC#C)F)C(=O)O 1-Methyl-5-[3-[2-fluoro-4-[3-(prop-2-ynylamino)prop-1-ynyl]phenoxy]propyl]thiazole-4-carboxylic acid